AMIDINOPHENYLPYRUVATE C(N)(=N)C(C(C(=O)[O-])=O)C1=CC=CC=C1